perfluoro-1,3,5-trimethyl-adamantane FC1(C2(C(C3(C(C(C(C1(C3(F)F)C(F)(F)F)(F)F)(C2(F)F)C(F)(F)F)(F)F)F)(F)F)C(F)(F)F)F